BrC1=C(C=C2C(=NC(=NC2=C1F)F)N1CCOCC(C1)(O)C)F 4-(7-bromo-2,6,8-trifluoroquinazolin-4-yl)-6-methyl-1,4-oxaazepan-6-ol